CC1C(CCC(C1)C)C1=NC=CC=C1 2-(2,4'-dimethylcyclohexyl)pyridine